C1([C@H](O)[C@@H](O)[C@H](O)[C@H](O1)CO)S(=O)[O-].[Na+] sodium glucosyl-sulfinate